C1=C(C=CC2=CC=CC=C12)C=1C2=CC=CC=C2C(=C2C=CC(=CC12)C1=CC=C(C=C1)P(C1=CC=CC=C1)(C1=CC=CC=C1)=O)C1=CC2=CC=CC=C2C=C1 (4-(9,10-Bis(naphthalen-2-yl)anthracen-2-yl)phenyl)diphenylphosphine oxide